(R)-1-((2S,3S,5R)-5-(5-fluoro-2,4-dioxo-3,4-dihydropyrimidin-1(2H)-yl)-3-hydroxytetrahydrofuran-2-yl)ethyl dihydrogen phosphate P(=O)(O[C@H](C)[C@H]1O[C@H](C[C@@H]1O)N1C(NC(C(=C1)F)=O)=O)(O)O